BrCCC1=CC=C(C=C1)CCCC 1-(2-bromoethyl)-4-butylbenzene